C(C)(=O)N1CCC2=CC(=CC(=C12)NS(=O)(=O)C1=CC=C(C=C1)C)Cl N-(1-acetyl-5-chloroindolin-7-yl)-4-methylbenzenesulfonamide